N1=CC=C(C=C1)C=CC1=CC=NC=C1 1,2-Di(4-pyridyl)ethylene